4-iodo-3-methyl-5-(trifluoromethyl)benzene IC1=C(C=CC=C1C(F)(F)F)C